γ-(β-aminoethyl)aminopropyltrimethoxysilane NCCNCCC[Si](OC)(OC)OC